BrC1=CC=C(C=C1)S(=O)(=O)N[C@H](C(F)(F)F)CC (S)-4-bromo-N-(1,1,1-trifluorobut-2-yl)benzenesulfonamide